(Z)-N-(4-(1H-tetrazol-5-yl)phenyl)-4-(2,4-dioxo-5-(4-propoxybenzylidene)thiazolidin-3-yl)butanamide N1N=NN=C1C1=CC=C(C=C1)NC(CCCN1C(S\C(\C1=O)=C/C1=CC=C(C=C1)OCCC)=O)=O